6-chloro-2-(5-fluoro-2-(trifluoromethyl)phenyl)-1H-pyrrolo[2,3-b]pyridine-1-carboxylic acid tert-butyl ester C(C)(C)(C)OC(=O)N1C(=CC=2C1=NC(=CC2)Cl)C2=C(C=CC(=C2)F)C(F)(F)F